(1R,3R)-1-[4-[2-[3-(fluoromethyl)azetidin-1-yl]ethoxy]phenyl]-2-(2-fluoro-2-methyl-propyl)-3-methyl-1,3,4,9-tetrahydropyrido[3,4-b]indole FCC1CN(C1)CCOC1=CC=C(C=C1)[C@H]1N([C@@H](CC2=C1NC1=CC=CC=C21)C)CC(C)(C)F